6-(2-methoxyphenyl)-5-methylpyrrolo[2,3-b]Pyrazine COC1=C(C=CC=C1)C1=CC=2C(=NC=CN2)N1C